3-isopropylhexahydro-4H-pyrido[1,2-a]pyrazine-1,4(6H)-dion C(C)(C)C1NC(C2N(C1=O)CCCC2)=O